ClC1=CC=C(C=C1)NC(=O)N1CCN(CC1)CC1=C(C=CC=C1)N1CCC(CC1)C N-(4-chlorophenyl)-4-(2-(4-methylpiperidin-1-yl)benzyl)piperazine-1-carboxamide